Cl[Si](C[Si](C[Si](C)(Cl)Cl)(C)Cl)(C)Cl 1,1,3,5,5-pentachloro-1,3,5-trimethyl-1,3,5-trisilapentane